ClC=1N=CC2=C(C=NC=N2)N1 Chloropyrimidopyrimidine